CN1N=C(C=C1C(=O)O)C=1OC(=CN1)C 1-methyl-3-(5-methyloxazol-2-yl)-1H-pyrazole-5-carboxylic acid